NC1=C(C=C(C#N)C=C1)CN1CCOCC1 4-amino-3-(morpholinomethyl)benzonitrile